Pentan-3-yl 10-((3-((2-(methylamino)-3,4-dioxocyclobut-1-en-1-yl)amino)propyl)(5-(nonadecan-10-yloxy)-5-oxopentyl)amino)decanoate CNC1=C(C(C1=O)=O)NCCCN(CCCCCCCCCC(=O)OC(CC)CC)CCCCC(=O)OC(CCCCCCCCC)CCCCCCCCC